NC=1C=C(C=C(C1)C=1C=NN(C1)C1CC1)NC(OC1CCC1)=O cyclobutyl (3-amino-5-(1-cyclopropyl-1H-pyrazol-4-yl)phenyl)carbamate